butyl 6-(3-(6-aminopyridin-3-yl)-4-(5-chloro-6-methyl-1H-indazol-4-yl)-5-methyl-1H-pyrazol-1-yl)-2-azaspiro[3.3]heptane-2-carboxylate NC1=CC=C(C=N1)C1=NN(C(=C1C1=C2C=NNC2=CC(=C1Cl)C)C)C1CC2(CN(C2)C(=O)OCCCC)C1